(4-chloro-2,3-difluorophenyl)-1-((4aR,6R,7R,8aR)-7-methoxy-2,2-dimethyl-6-((1-(tert-amyl)-1H-1,2,3-triazol-4-yl)methyl)hexahydropyrano[3,2-d][1,3]dioxin-8-yl)-1H-1,2,3-triazole ClC1=C(C(=C(C=C1)C=1N=NN(C1)C1[C@H]([C@H](O[C@H]2[C@@H]1OC(OC2)(C)C)CC=2N=NN(C2)C(C)(C)CC)OC)F)F